8'-chloro-5'-[2-(1H-tetrazol-5-yl)phenoxy]-1'H-spiro[cyclopentane-1,4'-quinazolin]-2'(3'H)-one ClC=1C=CC(=C2C3(NC(NC12)=O)CCCC3)OC3=C(C=CC=C3)C3=NN=NN3